2-fluoro-4-(5-(((2-hydroxy-2-(4-methyl-1-oxo-1,3-dihydroisobenzofuran-5-yl)ethyl)amino)methyl)pyridin-2-yl)benzonitrile FC1=C(C#N)C=CC(=C1)C1=NC=C(C=C1)CNCC(C=1C(=C2COC(C2=CC1)=O)C)O